tert-butyl 4-(4-amino-3-methoxyphenyl)piperazine-1-carboxylate NC1=C(C=C(C=C1)N1CCN(CC1)C(=O)OC(C)(C)C)OC